1-fluoro-3-azabicyclo[3.1.0]hexane FC12CNCC2C1